FC(OC=1C=C(C=CC1)C1=CC(=C(C=C1)N)F)([2H])F 3'-(Difluoromethoxy-d)-3-fluoro-[1,1'-biphenyl]-4-amine